(1-(4-(2-chloro-5-(2-methoxyethoxy)phenyl)pyridin-2-yl)piperidin-4-yl)(5-(3,5-Difluorophenyl)-4,5-dihydro-1H-pyrazol-1-yl)methanone ClC1=C(C=C(C=C1)OCCOC)C1=CC(=NC=C1)N1CCC(CC1)C(=O)N1N=CCC1C1=CC(=CC(=C1)F)F